9,9,9a-Trimethyl-2,3,9,9a-tetrahydro-oxazolo[3,2-a]indole CC1(C2(N(C=3C=CC=CC13)CCO2)C)C